C[C@H]1CC[C@@H](NC1)C1=CC2=CN(N=C2C=C1)[C@@H]1CN(CC1)C 5-[(2R,5S)-5-Methyl-2-piperidyl]-2-[(3S)-1-methylpyrrolidin-3-yl]indazole